C(C)OC=1C=CC(=NC1)C(NC1=C(C=CC=C1)F)=S 5-ethoxy-N-(2-fluorophenyl)pyridine-2-thioamide